ClC1=C(C=CC=C1C1=C(C(=NC=C1)C1=CC(=C(C=C1)C=O)OC)Cl)C1=CC=C(C(=N1)OC)CN(C(OC(C)(C)C)=O)C1CCN(CC1)C(CCOC)=O tert-butyl ((6-(2-chloro-3-(3-chloro-2-(4-formyl-3-methoxyphenyl)pyridin-4-yl)phenyl)-2-methoxypyridin-3-yl)methyl)(1-(3-methoxypropanoyl)piperidin-4-yl)carbamate